BrC1=CC=C2N=CC(=NC2=C1O)N[C@@H]1C[C@H](NCC1)C(=O)O (2S,4S)-4-((7-bromo-8-hydroxyquinoxalin-2-yl)amino)piperidine-2-carboxylic acid